methyl 1-amino-4-benzyloxy-7-phenoxy-isoquinoline-3-carboxylate NC1=NC(=C(C2=CC=C(C=C12)OC1=CC=CC=C1)OCC1=CC=CC=C1)C(=O)OC